C(=O)(O)C1=C(N)C=CC=C1 2-carboxyl-aniline